C(CCCC)(=O)N1CC2(C1)CCN(CC2)C2=C(C#N)C=CC=C2 2-(2-Pentanoyl-2,7-diazaspiro[3.5]nonan-7-yl)benzonitrile